Hydroxyphenylmethane OCC1=CC=CC=C1